CC=1SC2=C(C1)CCC(C2)NC(OC(C)(C)C)=O tert-butyl N-(2-methyl-4,5,6,7-tetrahydrobenzothiophen-6-yl)carbamate